2-([1-[(2-Ethoxyphenyl)methyl]-5-(1-methyl-1H-indazol-6-yl)-1H-pyrazol-3-yl]-methoxy)-2-methylpropanoic acid C(C)OC1=C(C=CC=C1)CN1N=C(C=C1C1=CC=C2C=NN(C2=C1)C)COC(C(=O)O)(C)C